P(=O)(OCCCCCCCCCCCCCCCCCC)(OC(C1=CC=CC=C1)CC)[O-] octadecyl ethylbenzyl phosphate